O[C@@H]1[C@H]2[C@@H](N[C@@H]([C@@H]1O)C2)C(=O)OC methyl (1R,3R,4R,5R,6S)-5,6-dihydroxy-2-azabicyclo[2.2.1]heptane-3-carboxylate